ClC1=NC(=CC(=C1)C(C)(C)NC(OCC1=CC=CC=C1)=O)OC1[C@@H]2CN(C[C@H]12)C(=O)C1=CC(=NN1C)C1=NC=CC=N1 benzyl (2-(2-chloro-6-(((1R,5S,6s)-3-(1-methyl-3-(pyrimidin-2-yl)-1H-pyrazole-5-carbonyl)-3-azabicyclo[3.1.0]hexan-6-yl)oxy)pyridin-4-yl)propan-2-yl)carbamate